BrC1=CC=C(C=C1)S(=O)(=O)NC1=C(C(=O)NC=2SC=C(N2)C2=CC=C(C=C2)Br)C=CC(=C1)C(F)(F)F 2-((4-bromophenyl)sulfonamido)-N-(4-(4-bromophenyl)thiazol-2-yl)-4-(trifluoromethyl)benzamide